4-((4-METHYL-4,7-DIAZASPIRO[2.5]OCTAN-7-YL)METHYL)-3-(TRIFLUOROMETHYL)ANILINE CN1C2(CC2)CN(CC1)CC1=C(C=C(N)C=C1)C(F)(F)F